(2R,3S)-3-((5-fluoro-2-(2-methoxy-7-methylquinoxalin-5-yl)benzo[d]thiazol-6-yl)oxy)butan-2-yl (6-morpholinopyridin-3-yl)carbamate O1CCN(CC1)C1=CC=C(C=N1)NC(O[C@H](C)[C@H](C)OC1=CC2=C(N=C(S2)C2=C3N=CC(=NC3=CC(=C2)C)OC)C=C1F)=O